N1(CCC1)S(=O)(=N)C=1C=C(C=CC1)NC(=O)C1=C(C=C(C=C1)NS(=O)(=O)CC(=O)OC)N1CCC2(CC2)CC1 methyl 2-(N-(4-((3-(azetidine-1-sulfonimidoyl)phenyl)carbamoyl)-3-(6-azaspiro[2.5]octan-6-yl)phenyl)sulfamoyl)acetate